4-(4-(6-(((1R,3S,5S)-9-azabicyclo[3.3.1]nonan-3-yl)(methyl)amino)pyridazin-3-yl)-3-hydroxyphenyl)-1-(methyl-d3)pyridin-2(1H)-one [C@H]12CC(C[C@H](CCC1)N2)N(C2=CC=C(N=N2)C2=C(C=C(C=C2)C2=CC(N(C=C2)C([2H])([2H])[2H])=O)O)C